Ethyl (2R)-2-{[(1,2,3,5,6,7-hexahydro-s-indacen-4-yl)carbamoyl]oxy}-3-[4-(trifluoromethyl)-1H-pyrazol-1-yl]propanoate C1CCC2=C(C=3CCCC3C=C12)NC(=O)O[C@@H](C(=O)OCC)CN1N=CC(=C1)C(F)(F)F